C(C)(C)(C)OC(NC(C=O)CC1=CC=CC=C1)=O 1-oxo-3-phenylprop-2-ylcarbamic acid tert-butyl ester